CC(CC1=CC=CC=C1)(C)OC(CCC)=O α,α-dimethylphenylethylbutyrate